tert-butyl 2-((6-(benzylthio)pyridazin-3-yl)carbamoyl)-5,7-dihydro-6H-pyrrolo[3,4-b]pyridine-6-carboxylate C(C1=CC=CC=C1)SC1=CC=C(N=N1)NC(=O)C1=CC=C2C(=N1)CN(C2)C(=O)OC(C)(C)C